NC1=C(SC=2N=C(N=CC21)C)C(=O)NC2CC=1C(=CC(=NC1CC2)N2CC(C(C2)C(COC)(F)F)N)F 5-amino-N-{2-[3-amino-4-(1,1-difluoro-2-methoxyethyl)pyrrolidin-1-yl]-4-fluoro-5,6,7,8-tetrahydroquinolin-6-yl}-2-methylthieno[2,3-d]pyrimidine-6-carboxamide